CN(C)CCNCC1=CC=CC=C1 N'-benzyl-N,N-dimethylethylenediamine